5-bromo-N-(2-bromo-6-carbamoyl-4-chloro-phenyl)-2-(2,2-difluoroethyl)pyrazole-3-carboxamide BrC=1C=C(N(N1)CC(F)F)C(=O)NC1=C(C=C(C=C1C(N)=O)Cl)Br